6-(2-fluoro-5-methoxyphenyl)-2-(pyrimidin-2-yl)-7,8-dihydro-phthalazin-1(2H)-one FC1=C(C=C(C=C1)OC)C1=CC=2C=NN(C(C2CC1)=O)C1=NC=CC=N1